Cl.Cl.N[C@@H](COC1=C(C=2C=C(C=NC2C=C1)F)C(=O)OCC1=CC=CC=C1)CC1=CC(=CC=C1)OC Benzyl (R)-6-(2-amino-3-(3-methoxyphenyl)propoxy)-3-fluoroquinoline-5-carboxylate dihydrochloride